1-[5-chloro-2-(2-hydroxyethyl)phenyl]-3-(2-methoxypyridin-4-yl)urea ClC=1C=CC(=C(C1)NC(=O)NC1=CC(=NC=C1)OC)CCO